CC1=NC(=CC(=N1)C(=O)N1CC2=C(C=C(C=C2CC1)C=1C=C2C(=NC1)NC=C2C)[C@H]2NCCC2)C (S)-(2,6-dimethylpyrimidin-4-yl)(6-(3-methyl-1H-pyrrolo[2,3-b]pyridin-5-yl)-8-(pyrrolidin-2-yl)-3,4-dihydroisoquinolin-2(1H)-yl)methanone